C(C)N1CCN(CC1)CC1=C(C=C(C=C1)C1=NC2=C(N1)C=CC(=C2)N)C(F)(F)F 2-(4-((4-ethylpiperazin-1-yl)methyl)-3-(trifluoromethyl)phenyl)-1H-benz[d]imidazol-5-amine